4-(naphthalen-1-yloxy)butanoic acid tert-butyl ester C(C)(C)(C)OC(CCCOC1=CC=CC2=CC=CC=C12)=O